2-(aziridin-1-yl)-6,6,9-trimethyl-3-pentyl-6a,7,8,10a-tetrahydro-6H-benzo[c]chromen-1-ol N1(CC1)C1=C(C=2C3C(C(OC2C=C1CCCCC)(C)C)CCC(=C3)C)O